Cl.Cl.N1C=C(C2=NC=CC=C21)CCN 2-(1H-pyrrolo[3,2-b]pyridin-3-yl)ethylamine dihydrochloride